6-Chloro-1,3,5-triazine-2,4(1H,3H)-dione ClC1=NC(NC(N1)=O)=O